2-(2-((5'-(1-aminoisoquinolin-7-yl)-2',3'-dihydrospiro[cyclopentane-1,1'-indene]-3'-yl)oxy)-4-fluorophenyl)acetic acid NC1=NC=CC2=CC=C(C=C12)C=1C=C2C(CC3(C2=CC1)CCCC3)OC3=C(C=CC(=C3)F)CC(=O)O